2-iodo-4-nitro-N-phenylbenzamide IC1=C(C(=O)NC2=CC=CC=C2)C=CC(=C1)[N+](=O)[O-]